C(C)(C)(C)S(=O)(=O)C=1C(=CC=2N(C1)C(=CN2)N2N=CC(=C2)NC(=O)N2C(CCC2)C2=CC=CC=C2)OC N-(1-(6-(tert-butylsulfonyl)-7-methoxyimidazo[1,2-a]pyridin-3-yl)-1H-pyrazol-4-yl)-2-phenylpyrrolidine-1-carboxamide